2-((3-hydroxy-1-(pyridin-3-yl)piperidin-4-yl)methyl)isoindoline-1,3-dione OC1CN(CCC1CN1C(C2=CC=CC=C2C1=O)=O)C=1C=NC=CC1